tert-Butyl (S,E)-3-((dimethylamino)methylene)-6-methyl-2,4-dioxopiperidine-1-carboxylate CN(C)\C=C/1\C(N([C@H](CC1=O)C)C(=O)OC(C)(C)C)=O